(2-[(METHYLAMINO)SULFONYL]PHENYL)BORONIC ACID CNS(=O)(=O)C1=C(C=CC=C1)B(O)O